C1OCC12CC(C2)NC(CCCCCCCC(=O)OCC(CCCCCC)CCCCCC)CCCCCCCC(=O)OCC(CCCCCC)CCCCCC Bis(2-hexyloctyl) 9-((2-oxaspiro[3.3]heptan-6-yl)amino)heptadecanedioate